P(=O)([O-])([O-])[O-].[Ba+2].OCC(C(=O)O)=O.P(=O)([O-])([O-])[O-].[Ba+2].[Ba+2] hydroxypyruvic acid barium phosphate salt